androsta-4,16-dien-3α-ol C[C@@]12C=CC[C@H]1[C@@H]1CCC3=C[C@@H](CC[C@]3(C)[C@H]1CC2)O